ClC=1C=2C(N=C3N(C2C=CC1)C1=CC=C(C=C1C31CCCCC1)C1CCC3(OCCO3)CC1)=O 4'-chloro-9'-(1,4-dioxaspiro[4.5]decan-8-yl)-5'H-spiro[cyclohexane-1,7'-indolo[1,2-a]quinazolin]-5'-one